C1(C#C1)C1=C(C=CC(=C1)C(F)(F)F)NC(C(C)(C)N1N=CC(=C1)C#CC1CN(C1)C=1C=C2C(N(C(C2=CC1)=O)C1C(NC(CC1)=O)=O)=O)=O N-(2-(cyclopropynyl)-4-(trifluoromethyl)phenyl)-2-(4-((1-(2-(2,6-dioxopiperidine-3-yl)-1,3-dioxoisoindoline-5-yl)azetidin-3-yl)ethynyl)-1H-pyrazol-1-yl)-2-methylpropaneAmide